(S)-2-((1R,2R)-3-(((1S,2R)-1-hydroxy-1-phenylpropan-2-yl)amino)-1-methoxy-2-methyl-3-oxopropyl)pyrrole O[C@H]([C@@H](C)NC([C@@H]([C@@H](OC)C=1NC=CC1)C)=O)C1=CC=CC=C1